ClC=1C=CC=C2C=CC=C(C12)C1=C(C=2N=C(N=C(C2C=N1)N1CC2CCC(C1)N2C(=O)OC(C)(C)C)OCCN2C(=NC=C2)[N+](=O)[O-])F tert-butyl 3-[7-(8-chloro-1-naphthyl)-8-fluoro-2-[2-(2-nitroimidazol-1-yl)ethoxy]pyrido[4,3-d]pyrimidin-4-yl]-3,8-diazabicyclo[3.2.1]octane-8-carboxylate